COC1=CC=C(C=C1)C(C(OCCCN(C)C)=S)C (3-(dimethylamino)propyl) 2-(4-methoxyphenyl)propanethioate